C1(CCCCC1)NC1=C2C(=NC(=N1)NC1=C(C=C(C=C1)N1CCOCC1)OC)NN=C2C=2C=C(C(=O)NC)C=CC2 3-(4-(cyclohexylamino)-6-((2-methoxy-4-morpholinophenyl)amino)-1H-pyrazolo[3,4-d]pyrimidin-3-yl)-N-Methylbenzamide